N1C(=O)C(=O)C2C(C=CC=C12)=N isatinimine